[Si](C)(C)(C(C)(C)C)OCCC1CC(C(N1C)=O)(CC)CC 5-(2-((tert-butyldimethylsilyl)oxy)ethyl)-3,3-diethyl-1-methylpyrrolidin-2-one